(2-(3,5-dimethyl-4-(2-morpholinoethoxy)phenylamino)-5-methylpyrimidin-4-ylamino)benzo[d]oxazol-2(3H)-one CC=1C=C(C=C(C1OCCN1CCOCC1)C)NC1=NC=C(C(=N1)NN1C(OC2=C1C=CC=C2)=O)C